3-chloro-4-hydroxy-N-{3-[2-(2-methoxyphenyl)ethyl]-4-oxo-3,4-dihydroquinazolin-5-yl}benzamide ClC=1C=C(C(=O)NC2=C3C(N(C=NC3=CC=C2)CCC2=C(C=CC=C2)OC)=O)C=CC1O